2-aminopyrimidine-5-carboxylate NC1=NC=C(C=N1)C(=O)[O-]